ClC1=C(C(=C(C=C1)O)C(C)=O)C(C)=O 4-chlorodiacetylphenol